O1CCN(CC1)C=1C2=C(N=CN1)N(C(=C2)C2=CC=C(C=C2)S(=O)(=O)C=2C=NC(=NC2)N2CCN(CC2)C(=O)OC(C)(C)C)COCC[Si](C)(C)C tert-butyl 4-(5-((4-(4-morpholino-7-((2-(trimethylsilyl)ethoxy)methyl)-7H-pyrrolo[2,3-d]pyrimidin-6-yl)phenyl)sulfonyl)pyrimidin-2-yl)piperazine-1-carboxylate